5-((3-amino-2,6-difluorophenyl)ethynyl)-N-(4-methoxybenzyl)pyrimidin-2-amine NC=1C(=C(C(=CC1)F)C#CC=1C=NC(=NC1)NCC1=CC=C(C=C1)OC)F